C[Si](C#CC1=CC=C(C=N1)C=O)(C)C 6-(2-Trimethylsilylethynyl)pyridine-3-carbaldehyde